FC1S(=O)(=O)C(C(C1(C(F)F)F)(F)F)(F)F 2,3,4,4,5,5-hexafluoro-3-(difluoromethyl)sulfolane